5-tert-butyl-2-{[6-(hydroxymethyl)pyridin-2-yl]carbamoyl}benzoic acid C(C)(C)(C)C=1C=CC(=C(C(=O)O)C1)C(NC1=NC(=CC=C1)CO)=O